(1R,3r)-3-((R)-1'-(7-(((R)-1-(4-fluoro-2-methylphenyl)ethyl)amino)-[1,2,4]triazolo[1,5-a]pyrimidin-5-yl)-[3,4'-bipiperidin]-1-yl)-1-methylcyclobutane-1-carboxylic acid FC1=CC(=C(C=C1)[C@@H](C)NC1=CC(=NC=2N1N=CN2)N2CCC(CC2)[C@@H]2CN(CCC2)C2CC(C2)(C(=O)O)C)C